C1(NCC=2C=NC=CC21)=O 3H-pyrrolo[3,4-c]Pyridin-1-one